C1(CC1)S(=O)(=O)NC=1SC=C(N1)C(C(=O)NC1=NC=C(C=C1)C1=NC(=CN=C1)C)(C)C 2-(2-(cyclopropanesulfonamido)thiazol-4-yl)-2-methyl-N-(5-(6-methylpyrazin-2-yl)pyridin-2-yl)propanamide